4-(4-((3-(dimethylamino)benzyl)amino)piperidin-1-yl)-6-methylpyrimidin-2-amine CN(C=1C=C(CNC2CCN(CC2)C2=NC(=NC(=C2)C)N)C=CC1)C